C(#N)C1=C(C=CC=C1)SC=1C=2N(C=C(C1)C=1N=NN(C1)[C@@H]1CNCC1)N=CC2C#N (S)-4-((2-cyanophenyl)thio)-6-(1-(pyrrolidin-3-yl)-1H-1,2,3-triazol-4-yl)pyrazolo[1,5-a]pyridine-3-carbonitrile